FC(C(=O)O)(F)F.FC(C(=O)O)(F)F.NC1CCC=2N(C3=C(C(=CC(=C3C2C=2C=NNC2)OCC#N)Cl)Cl)C1 2-[[7-amino-3,4-dichloro-10-(1H-pyrazol-4-yl)-6,7,8,9-tetrahydropyrido[1,2-a]indol-1-yl]oxy]acetonitrile bis(2,2,2-trifluoroacetate)